NC1=C(C=CC=C1)NC(CCCCCCCOC=1C=C(C=C2C(=NC=NC12)C)C=1C=NC(=C(C1)F)OC)=O N-(2-aminophenyl)-8-((6-(5-fluoro-6-methoxypyridin-3-yl)-4-methylquinazolin-8-yl)oxy)octanamide